9H-fluoren-9-ylmethyl N-[(1R)-3-[4-[3-[2-[(tert-butoxycarbonylamino)methyl]-5-(4-methylthiazol-5-yl)phenyl]propyl]piperazin-1-yl]-1-(phenylsulfanylmethyl)propyl]carbamate C(C)(C)(C)OC(=O)NCC1=C(C=C(C=C1)C1=C(N=CS1)C)CCCN1CCN(CC1)CC[C@H](CSC1=CC=CC=C1)NC(OCC1C2=CC=CC=C2C=2C=CC=CC12)=O